COC1=C(C(=CC(=C1)OC)CCC)C 1,5-dimethoxy-2-methyl-3-propyl-benzene